O=C(C(=O)OCC(F)(F)F)N1[C@H](CC[C@@H](C1)C)C=1C=CC2=C(CCO2)C1 |r| 2,2,2-Trifluoroethyl 2-oxo-2-[rac-(2R,5S)-2-(2,3-dihydrobenzofuran-5-yl)-5-methyl-1-piperidyl]acetate